C(C1=CC=CC=C1)OCCCCCCCCCC=O 10-(benzyloxy)decanal